C(C)C1=C(C(=CC(=C1)C)CC)C1C(N2N(CCOCC2)C1=O)=O 8-(2,6-diethyl-4-methyl-phenyl)tetrahydropyrazolo[1,2-d][1,4,5]oxadiazepine-7,9-dione